(1S,5R) or (1R,5S)-3-(8-cyanoquinolin-5-yl)-N-(9-Methyl-3-oxa-9-azabicyclo[3.3.1]nonan-7-yl)-5-(trifluoromethyl)-3-azabicyclo[3.1.0]hexane-1-Carboxamide C(#N)C=1C=CC(=C2C=CC=NC12)N1C[C@@]2(C[C@@]2(C1)C(F)(F)F)C(=O)NC1CC2COCC(C1)N2C |o1:14,16|